1-(2-furyl)-1-ethanone O1C(=CC=C1)C(C)=O